4-[5-amino-6-(2-chloro-3,6-difluoro-benzyloxy)-pyrazin-2-yl]-N-(2-morpholin-4-yl-ethyl)-benzamide NC=1N=CC(=NC1OCC1=C(C(=CC=C1F)F)Cl)C1=CC=C(C(=O)NCCN2CCOCC2)C=C1